O=C(CCNC(C)=O)N1CC(NC2=CC=CC=C12)=O N-(3-oxo-3-(3-oxo-3,4-dihydroquinoxalin-1(2H)-yl)propyl)acetamide